FC1=CC(=C(C=C1)N1C=C(C=2C1=CN=CC2)C(=O)C2CCN(CC2)C(=O)[C@H]2N([C@@H]1CC[C@H]2C1)C(=O)OC(C)(C)C)C1=C(N=CS1)C(C)C tert-Butyl (1R,3S,4S)-3-(4-(1-(4-fluoro-2-(4-isopropylthiazol-5-yl)phenyl)-1H-pyrrolo[2,3-c]pyridine-3-carbonyl)piperidine-1-carbonyl)-2-azabicyclo[2.2.1]heptane-2-carboxylate